C1N(CC2=CC=CC=C12)C=1C2=C(N=C(N1)N1CCOCC1)N(CC2)C=2C=NC=CC2 4-(4-(isoindolin-2-yl)-7-(pyridin-3-yl)-6,7-dihydro-5H-pyrrolo[2,3-d]pyrimidin-2-yl)morpholine